FC(C=1C=CC=2N(N1)C(=CN2)C=2C=NC(=C(C2)N2CCC21CCN(CC1)S(=O)(=O)C)C)F 6-(difluoromethyl)-3-(6-methyl-5-(7-(methylsulfonyl)-1,7-diazaspiro[3.5]nonan-1-yl)pyridin-3-yl)imidazo[1,2-b]pyridazin